3-chloro-5-((diphenylmethylene)amino)pyridinecarbonitrile ClC=1C(=NC=C(C1)N=C(C1=CC=CC=C1)C1=CC=CC=C1)C#N